6-(oxetan-3-ylamino)pyridazine-3-carboxylic acid O1CC(C1)NC1=CC=C(N=N1)C(=O)O